3-Chloro-5,7-diphenylpyrazolo[1,5-a]pyrimidine-2-carboxylic acid ClC=1C(=NN2C1N=C(C=C2C2=CC=CC=C2)C2=CC=CC=C2)C(=O)O